C(C=C)(=O)N1C[C@@H](N(C[C@H]1C)C1=NC(N2C3=C(C(=C(C=C13)Cl)C1=C(C=C(C=C1)F)F)OC[C@@H]2CO[C@@H]2CN(CC2)C)=O)C (3S)-7-((2S,5R)-4-acryloyl-2,5-dimethyl-piperazin-1-yl)-9-chloro-10-(2,4-difluorophenyl)-3-((((S)-1-methylpyrrolidin-3-yl)oxy)methyl)-2H-[1,4]oxazino[2,3,4-ij]quinazolin-5(3H)-one